N-methyl-4-phenyl-D-phenylalanine CN[C@H](CC1=CC=C(C=C1)C1=CC=CC=C1)C(=O)O